4-(4-fluoro-3-(3-(piperidin-1-ylmethyl)azetidine-1-carbonyl)benzyl)phthalazin-1(2H)-one hydrochloride Cl.FC1=C(C=C(CC2=NNC(C3=CC=CC=C23)=O)C=C1)C(=O)N1CC(C1)CN1CCCCC1